methylisothiourea hemi-sulfate S(=O)(=O)(O)O.CNC(S)=N.CNC(S)=N